9-(benzyloxy)-10-methoxy-3-neopentyl-1,3,4,6,7,11b-hexahydro-2H-pyrido[2,1-a]isoquinolin-2-ol C(C1=CC=CC=C1)OC=1C=C2CCN3C(C2=CC1OC)CC(C(C3)CC(C)(C)C)O